1-{4-[(1R,2R,3S,4R)-4-[4-amino-5-(4-benzyl-1,3-thiazol-2-yl)-2-chloropyrrolo[2,3-d]pyrimidin-7-yl]-2,3-dihydroxycyclopentyl]piperidin-1-yl}propan-2-one 2HCl salt Cl.Cl.NC=1C2=C(N=C(N1)Cl)N(C=C2C=2SC=C(N2)CC2=CC=CC=C2)[C@H]2[C@@H]([C@@H]([C@H](C2)C2CCN(CC2)CC(C)=O)O)O